C(C=C)(=O)O.O=C[C@H](O)[C@@H](O)[C@@H](O)[C@H](O)CO galactose acrylate